5-(2-fluoro-6-hydroxy-3-(1-(isopentylsulfonyl)-2,5-dihydro-1H-pyrrol-3-yl)phenyl)-1,2,5-thiadiazolidin-3-one 1,1-dioxide FC1=C(C(=CC=C1C=1CN(CC1)S(=O)(=O)CCC(C)C)O)N1CC(NS1(=O)=O)=O